CN1N=NC(=C1NC(OC(C)C=1C(=NC(=NC1)Cl)Cl)=O)C1=NC(=C(C=C1)NS(=O)(=O)C)C 1-(2,4-dichloro-pyrimidin-5-yl)ethyl (1-methyl-4-(6-methyl-5-(methyl-sulfonamido)pyridin-2-yl)-1H-1,2,3-triazol-5-yl)carbamate